C1(=CC=C(C=C1)C1=NC2=C(C(O1)=O)C=CC=C2)C2=NC1=C(C(O2)=O)C=CC=C1 (1,4-phenylene)bis(4H-3,1-benzoxazine-4-one)